4-(Methylsulfonyl)benzoic acid CS(=O)(=O)C1=CC=C(C(=O)O)C=C1